1-cyclobutyl-4-((6-(2-fluorophenyl)pyridazin-3-yl)methyl)-1,4-dihydropyrazine-2,3-dione C1(CCC1)N1C(C(N(C=C1)CC=1N=NC(=CC1)C1=C(C=CC=C1)F)=O)=O